2-(3-(2-((4-(benzyloxy)-3-chlorophenyl)amino)-2-oxoacetamido)phenyl)-6-hydroxy-3-iodo-1-methyl-1H-indole-5-carboxylic acid C(C1=CC=CC=C1)OC1=C(C=C(C=C1)NC(C(=O)NC=1C=C(C=CC1)C=1N(C2=CC(=C(C=C2C1I)C(=O)O)O)C)=O)Cl